2-acryloxy-n-hexylthio-5-n-propylthio-1,3,4-thiadiazole C(C=C)(=O)OC(CSC=1SC(=NN1)SCCC)CCCC